ClCC(CCCC(CC)C)C 1-chloro-2,6-dimethyloctane